C(C)(C)(C)C1=NN=C(O1)C(=O)N1[C@H](C2=C(CC1)NC=N2)C2=NN1C(C(=CC=C1)OC(F)F)=C2 (R)-(5-(tert-butyl)-1,3,4-oxadiazol-2-yl)(4-(4-(difluoromethoxy)pyrazolo[1,5-a]pyridin-2-yl)-6,7-dihydro-1H-imidazo[4,5-c]pyridin-5(4H)-yl)methanone